C12CCC=CCCC=CCCC2O1 13-Oxabicyclo[10.1.0]tridec-4,8-diene